bis[4-fluorophenyl]sulfonium FC1=CC=C(C=C1)[SH+]C1=CC=C(C=C1)F